((4-((R)-2-(5-chloropyridin-2-yl)-2H-chromen-8-yl-2-d)piperidin-1-yl)methyl)-3-(((S)-oxetan-2-yl)methyl)-3H-imidazo[4,5-b]pyridine-5-carboxylic acid ClC=1C=CC(=NC1)[C@@]1(OC2=C(C=CC=C2C=C1)C1CCN(CC1)CC1=NC=2C(=NC(=CC2)C(=O)O)N1C[C@H]1OCC1)[2H]